C(C=C)(=O)OCCCCOC(=O)OC1=CC=C(C(=O)O)C=C1 4-(((4-(acryloyloxy)butoxy)carbonyl)oxy)benzoic acid